O=C1NC(CCC1NC(=O)C1=CSC2=C1C=CC=C2)=O N-(2,6-dioxo-3-piperidyl)benzothiophene-3-carboxamide